C(C1CO1)OC(C[Si](OCC)(OCC)C)C β-glycidoxypropylmethyl-diethoxysilane